(3r,5s)-7-[2-cyclopropyl-4-(4-fluorophenyl)quinolin-3-yl]-3,5-dihydroxy-6-heptenoic acid sodium [Na].C1(CC1)C1=NC2=CC=CC=C2C(=C1C=C[C@H](C[C@H](CC(=O)O)O)O)C1=CC=C(C=C1)F